diphenyl-tin oxide C1(=CC=CC=C1)[Sn](C1=CC=CC=C1)=O